2-amino-8-fluoro-N-[[6-(4-methylthiazol-2-yl)-2-pyridyl]methyl]quinazoline-4-carboxamide NC1=NC2=C(C=CC=C2C(=N1)C(=O)NCC1=NC(=CC=C1)C=1SC=C(N1)C)F